1-(2-(3,8-diazabicyclo[3.2.1]octan-8-yl)-6,7-dihydrothiazolo[5,4-c]pyridin-5(4H)-yl)-2-(4-fluoro-2-methoxyphenoxy)ethan-1-one C12CNCC(CC1)N2C=2SC=1CN(CCC1N2)C(COC2=C(C=C(C=C2)F)OC)=O